C(=C)C1=CC=C(C=C1)S(=O)(=O)[O-].[Na+] sodium 4-vinyl-benzenesulfonate salt